3-(pyridin-3-yloxy)phthalonitrile N1=CC(=CC=C1)OC1=C(C(C#N)=CC=C1)C#N